6-Methyl-3-nitro-pyridine-2,4-diol CC1=CC(=C(C(=N1)O)[N+](=O)[O-])O